1-[[2-(difluoromethoxy)pyrimidin-4-yl]methyl]-3-[(1r,3r)-3-(trifluoro-methyl)cyclobutyl]urea FC(OC1=NC=CC(=N1)CNC(=O)NC1CC(C1)C(F)(F)F)F